N[C@H]1C[C@H](CC1)S(=O)(=O)N (1S,3R)-3-aminocyclopentane-1-sulfonamide